NCCN(CCN(CC#N)CC#N)CCN1C(N(CC1)CCN(CC#N)CCN)=O 2,2'-((2-((2-aminoethyl)(2-(3-(2-((2-aminoethyl)(cyanomethyl)amino)ethyl)-2-oxoimidazolidin-1-yl)ethyl)amino)ethyl)azane-diyl)diacetonitrile